Cl.ClC1=C2C(NC(=NC2=CC(=C1)NC1CCCC1)CSC1CCNCC1)=O 5-chloro-7-(cyclopentylamino)-2-((piperidin-4-ylthio)methyl)quinazolin-4(3H)-one hydrochloride